FC1=CC=CC2=C1N=C(S2)[C@H]2N(CCC1=C2N=CN1)C(=O)C=1OC(=NN1)C=1C(=NN(C1)C)C(F)(F)F (S)-(4-(4-fluorobenzo[d]thiazol-2-yl)-6,7-dihydro-1H-imidazo[4,5-c]pyridin-5(4H)-yl)(5-(1-methyl-3-(trifluoromethyl)-1H-pyrazol-4-yl)-1,3,4-oxadiazol-2-yl)methanone